[Cr].[Ga] gallium-chromium